6-[[[(1S,3S)-3-aminocyclopentyl]amino]-3-pyridyl]pyridin-2-one N[C@@H]1C[C@H](CC1)NC1=NC=CC=C1C1=CC=CC(N1)=O